(6S,7S)-N-ethyl-11,11-difluoro-2-oxo-7-({[(cis)-4-phenylcyclohexyl]oxy}methyl)-3-oxa-1,8-diazaspiro[5.5]undecane-8-carboxamide C(C)NC(=O)N1[C@@H]([C@@]2(CCOC(N2)=O)C(CC1)(F)F)CO[C@@H]1CC[C@@H](CC1)C1=CC=CC=C1